1,5-dimethyl-3-(2-(isopropylthio)phenyl)-pyrazol-4-ol CN1N=C(C(=C1C)O)C1=C(C=CC=C1)SC(C)C